C(C)(C)(C)OC(=O)N1CC(C1)[C@H](CC)N 3-((S)-1-amino-propyl)-azetidine-1-carboxylic acid tert-butyl ester